C(C)(C)(C)OC(=O)N1C[C@@H](N(CC1)C=1C2=C(N=CN1)NC=C2I)C (S)-4-(5-iodo-7H-pyrrolo[2,3-d]pyrimidin-4-yl)-3-methylpiperazine-1-carboxylic acid tert-butyl ester